C1(CC1)N(C1=CC=C(C#N)C=C1)C1CCC(CC1)N1N=CC(=C(C1=O)Cl)Cl 4-[cyclopropyl-[4-(4,5-dichloro-6-oxo-pyridazin-1-yl)cyclohexyl]amino]benzonitrile